CC1=C(C=C(C(=O)NCC2=NC=C3C=CC(=NC3=C2)C2=CC=CC(=N2)N2CC(CC2)(C(F)(F)F)NC(OC(C)(C)C)=O)C=C1)S(=O)(=O)C tert-butyl (1-(6-(7-((4-methyl-3-(methylsulfonyl)benzamido)methyl)-1,6-naphthyridin-2-yl)pyridin-2-yl)-3-(trifluoromethyl)pyrrolidin-3-yl)carbamate